methylimidazole bromine salt [Br].CC=1NC=CN1